NC1=NC=C(C=N1)C=1C=C(C=C(C1)N1CCOCC1)S(=O)(=O)C1CN(C1)C(=O)C1CC1 (3-((3-(2-aminopyrimidin-5-yl)-5-morpholinophenyl)sulfonyl)azetidin-1-yl)(cyclopropyl)methanone